4,4'-[[1,1'-binaphthalene]-2,2'-diylbis(oxymethylene)]di(naphthalene-2-carboxylic acid) C1(=C(C=CC2=CC=CC=C12)OCC1=CC(=CC2=CC=CC=C12)C(=O)O)C1=C(C=CC2=CC=CC=C12)OCC1=CC(=CC2=CC=CC=C12)C(=O)O